NC=1C2=C(N(C(N1)=O)C1=C(C=CC=C1)OC)N=C(C=C2)C2=CC=CC=C2 amino-1-(2-methoxyphenyl)-7-phenylpyrido[2,3-d]pyrimidin-2(1H)-one